5-(N-(2-((2-chloro-N-(furan-2-ylmethyl)benzoylamino)methyl)-4-(pyrrolidin-1-yl)phenyl)-N-ethylsulfamoyl)-3-methylbenzofuran-2-carboxylic acid ClC1=C(C(=O)N(CC=2OC=CC2)CC2=C(C=CC(=C2)N2CCCC2)N(S(=O)(=O)C=2C=CC3=C(C(=C(O3)C(=O)O)C)C2)CC)C=CC=C1